C(C)C=1CCCCC1C1=CC(=CC(=C1)F)C(=O)OC methyl 6'-ethyl-5-fluoro-2',3',4',5'-tetrahydro-[1,1'-biphenyl]-3-carboxylate